3-[(2R)-2-cyano-2-methyl-pyrrolidine-1-carbonyl]-N-(3-cyanooxetan-3-yl)-8-methoxy-1-propyl-5,6-dihydropyrrolo[2,1-a]isoquinoline-9-carboxamide C(#N)[C@@]1(N(CCC1)C(=O)C1=CC(=C2N1CCC1=CC(=C(C=C21)C(=O)NC2(COC2)C#N)OC)CCC)C